BrC=1C=C(C2=C(C(=CO2)COC2=C(C=CC(=C2)OC)CC(=O)OCC)C1)OC ethyl 2-(2-((5-bromo-7-methoxybenzofuran-3-yl)methoxy)-4-methoxyphenyl)acetate